5-[(4-chlorophenyl)methyl]-2,3,3a,4,6,6a-hexahydro-1H-pyrrolo[3,4-c]pyrrole ClC1=CC=C(C=C1)CN1CC2C(C1)CNC2